NC=1N(C(C=2C=C(C=NC2C1C(=O)N)N1CCN(CC1)C)=O)C1=C(C(=CC=C1C)O)C 7-amino-6-(3-hydroxy-2,6-dimethylphenyl)-3-(4-methylpiperazine-1-yl)-5-oxo-5,6-dihydro-1,6-naphthyridine-8-carboxamide